(R)-6-(2-amino-4-fluoro-5-(4-(2-isopropylmorpholino)phenyl)pyridin-3-yl)-3,4-dihydroisoquinolin-1(2H)-one NC1=NC=C(C(=C1C=1C=C2CCNC(C2=CC1)=O)F)C1=CC=C(C=C1)N1C[C@H](OCC1)C(C)C